N1C=C(C2=CC=CC=C12)C[C@@H](C(=O)NC=1SC=C(N1)C1=CC=C(C=C1)C(F)(F)F)S(=O)(=O)C1=CC=C(C=C1)C (S)-3-(1H-indol-3-yl)-2-(4-methylphenyl-sulphonyl)-N-(4-(4-(trifluoromethyl)phenyl)thiazol-2-yl)propanamide